(rac)-3-[(2-chlorophenyl)methoxy]-5-[5',6'-dihydrospiro[pyrrolidine-3,4'-pyrrolo[1,2-b]pyrazol]-2'-yl]pyridin-2-amine-hydrochloride salt Cl.ClC1=C(C=CC=C1)COC=1C(=NC=C(C1)C=1C=C2N(N1)CC[C@]21CNCC1)N |r|